(S)-S-methyl-S-phenylsulfoximine CS(=N)(=O)C1=CC=CC=C1